(1,4-oxazepan-4-yl)methanone O1CCN(CCC1)C=O